ClC1=NC=C(C(=N1)NC1=C(C=CC(=C1)[N+](=O)[O-])F)N1CCOCC1 2-chloro-N-(2-fluoro-5-nitrophenyl)-5-(N-morpholinyl)pyrimidin-4-amine